O=C1NC(CCC1N1C(C2=CC=CC(=C2C1)OCC(=O)NC)=O)=O 2-[2-(2,6-dioxopiperidin-3-yl)-1-oxoisoindolin-4-yl]oxy-N-methyl-acetamide